C(C=1C(O)=CC=CC1)=NCCCN N'-salicylidene-1,3-diaminopropane